BrCC1=C(C=CC(=C1)[N+](=O)[O-])N1CCOCC1 4-(2-bromomethyl-4-nitrophenyl)morpholine